nickel-iron hydroxide [OH-].[Fe+2].[Ni+2].[OH-].[OH-].[OH-]